2-(bis(4-bromophenyl)amino)-5-(t-butyl)isophthalic acid BrC1=CC=C(C=C1)N(C1=C(C(=O)O)C=C(C=C1C(=O)O)C(C)(C)C)C1=CC=C(C=C1)Br